ClC1=C(C=C(C=C1)C(F)(F)F)C(CC#N)=O 3-(2-chloro-5-(trifluoromethyl)phenyl)-3-oxopropanenitrile